2-(((isopropylthio)methyl)thio)-4-methyl-6-(thiazol-2-yl)nicotinonitrile C(C)(C)SCSC1=C(C#N)C(=CC(=N1)C=1SC=CN1)C